3-(2-((1-(2-Chloro-4-methylphenyl)-2-oxopyrrolidin-3-yl)amino)-2-oxoacetyl)-1H-indole-6-carboxylic acid methyl ester COC(=O)C1=CC=C2C(=CNC2=C1)C(C(=O)NC1C(N(CC1)C1=C(C=C(C=C1)C)Cl)=O)=O